2-(6-Chloropyridin-2-yl)morpholine ClC1=CC=CC(=N1)C1CNCCO1